[NH4+].C(C(O)CC(=O)[O-])(=O)[O-].[NH4+] malate ammonium salt